The molecule is a 5-methoxyfurocoumarin that is psoralen substituted by a methoxy group at position 5. It has a role as a hepatoprotective agent and a plant metabolite. It is a member of psoralens, a 5-methoxyfurocoumarin and an organic heterotricyclic compound. It derives from a psoralen. COC1=C2C=CC(=O)OC2=CC3=C1C=CO3